COC(C1=CC(=C(C=C1)S(=O)(=O)CC1=CC=C(C=C1)C(F)(F)F)N)=O.IC=1C=C(C(=O)OC)C=CC1S(=O)(=O)CC1=CC=C(C=C1)C(F)(F)F methyl 3-iodo-4-((4-(trifluoromethyl)benzyl)sulfonyl)benzoate Methyl-3-amino-4-((4-(trifluoromethyl)benzyl)sulfonyl)benzoate